ClC1=C(C(=CC=2C3=C(C=NC12)CN([C@H]3C)C(C=C)=O)OC)Cl (S)-1-(6,7-dichloro-8-methoxy-1-methyl-1,3-dihydro-2H-pyrrolo[3,4-c]quinolin-2-yl)prop-2-en-1-one